O\N=C(/N)\C1=CC=C(CNC([O-])=O)C=C1 (Z)-(4-(N'-hydroxycarbamimidoyl)benzyl)carbamate